C1(=CC=C(C=C1)C(C)=NCCC)C(C)=NCCC 1,1'-(1,4-phenylene)bis(N-propylethan-1-imine)